N-(3-(6-(4-(3H-imidazo[4,5-b]pyridin-7-yl)-1H-pyrazol-1-yl)pyridin-3-yl)-4,4,4-trifluorobutyl)-N-methylcyclopropylamine N1=CNC2=NC=CC(=C21)C=2C=NN(C2)C2=CC=C(C=N2)C(CCN(C)C2CC2)C(F)(F)F